1-(2-chloroethyl)-4-[5-cyclobutyl-1-[4-(trifluoromethoxy)phenyl]pyrazol-3-yl]piperazine ClCCN1CCN(CC1)C1=NN(C(=C1)C1CCC1)C1=CC=C(C=C1)OC(F)(F)F